6-(2-((1S*,3S*)-7-(3-Chloro-2-fluoro-6-(1H-tetrazol-1-yl)phenyl)-1-methyl-5-oxo-1,2,3,5-tetrahydroindolizin-3-yl)-1H-imidazol-5-yl)-3,4-dihydro-1,7-naphthyridin-2(1H)-one ClC=1C(=C(C(=CC1)N1N=NN=C1)C1=CC(N2[C@@H](C[C@@H](C2=C1)C)C=1NC(=CN1)C=1C=C2CCC(NC2=CN1)=O)=O)F |o1:16,18|